Methyl 1-(4-cyano-2-pyridyl)piperidine-4-carboxylate Methyl-piperidine-4-carboxylate COC(=O)C1CCNCC1.C(#N)C1=CC(=NC=C1)N1CCC(CC1)C(=O)OC